tert-butyl 4-[5-([2,7-dimethylimidazo[1,2-a]pyridin-6-yl]carbamoyl)-4-fluorothiophen-2-yl]-2-methylpiperazine-1-carboxylate CC=1N=C2N(C=C(C(=C2)C)NC(=O)C2=C(C=C(S2)N2CC(N(CC2)C(=O)OC(C)(C)C)C)F)C1